C12(CC(C1)C2)N[C@H]2C[C@@H](N(CC2)CC2=C1C=CNC1=C(C=C2OC)C)C2=CC=C(C(=O)O)C=C2 4-((2r,4r)-4-(bicyclo[1.1.1]pentan-1-ylamino)-1-((5-methoxy-7-methyl-1H-indol-4-yl)methyl)piperidin-2-yl)benzoic acid